C(CCCCCCC)(=O)OC1=CC(=C2C=CC=3C(=CC(=C4C=CC1=C2C34)S(=O)(=O)O)S(=O)(=O)O)S(=O)(=O)O 1-octanoyloxy-pyrene-3,6,8-trisulphonic acid